methyloctyldimethoxysilane C[Si](OC)(OC)CCCCCCCC